The molecule is the methyl ester of guvacine. It has a role as a muscarinic agonist and a plant metabolite. It is a beta-amino acid ester, a methyl ester, an enoate ester, a tetrahydropyridine, a secondary amino compound, an alpha,beta-unsaturated carboxylic ester and a pyridine alkaloid. It derives from a guvacine. COC(=O)C1=CCCNC1